2-(2-(6-((cis)-2,6-dimethylmorpholino)pyridin-2-yl)-1,6-naphthyridin-7-yl)-N-(3-oxo-2,3,4,5-tetrahydro-1H-benzo[c]azepin-8-yl)acetamide C[C@@H]1O[C@@H](CN(C1)C1=CC=CC(=N1)C1=NC2=CC(=NC=C2C=C1)CC(=O)NC=1C=CC2=C(CNC(CC2)=O)C1)C